ethyl 3-(3-(5,12,12,13,13-pentamethyl-4-oxo-11-oxa-8-thia-2,3-diaza-12-silatetradecan-5-yl)phenyl)propanoate CC(C(NNC)=O)(CCSCCO[Si](C(C)(C)C)(C)C)C=1C=C(C=CC1)CCC(=O)OCC